2-(4-((3-(4-Methylthiophenyl)-2,5-dioxoimidazolin-1-yl)methyl)-2,6-dimethylphenoxy)-2-methylpropionic Acid CC=1C=C(SC1)N1C(N(C(C1)=O)CC1=CC(=C(OC(C(=O)O)(C)C)C(=C1)C)C)=O